(2-oxo-2-(p-tolyl)ethyl)pyridin-1-ium (3aS,6R,7aS)-3a-(3,4-dimethoxyphenyl)-1-methyloctahydro-1H-indol-6-yl-dihydrogenphosphate COC=1C=C(C=CC1OC)[C@@]12CCN([C@H]2C[C@@H](CC1)OP(=O)(O)O)C.O=C(C[N+]1=CC=CC=C1)C1=CC=C(C=C1)C